FC1=C(C=C(C=C1)F)C1N(CCC1)C1=NC=2N(C=C1)N=CC2NC(C(=O)N(C)C)=O 5-(2-(2,5-difluorophenyl)pyrrolidin-1-yl)pyrazolo[1,5-a]pyrimidin-3-yl-N2,N2-dimethyloxalamide